CN1C(N(C2=C1C=C(C=C2C2CCN(CC2)C(=O)OC(C)(C)C)C=2C=CC=C1C=C(N=CC21)C=2C=NN(C2)C)C)=O tert-butyl 4-[1,3-dimethyl-6-[3-(1-methylpyrazol-4-yl)-8-isoquinolyl]-2-oxo-benzimidazol-4-yl]piperidine-1-carboxylate